C(C1=CC=CC=C1)OC(=O)NCCCC[C@H](N)C(=O)O N(ε)-Benzyloxycarbonyl-L-Lysin